5-methyl-1-(oxetan-3-yl)pyrazol-4-amine CC1=C(C=NN1C1COC1)N